Di-tert-butyl-[disulfanediylbis(2-{[{(1R)-1-[1-benzyl-4-(2,5-difluorophenyl)-1H-imidazol-2-yl]-2,2-dimethylpropyl}(glycoloyl)amino]methyl}propan-3,1-diyl)]biscarbamat C(C)(C)(C)OC(NCC(CSSCC(CNC(OC(C)(C)C)=O)CN(C(CO)=O)[C@H](C(C)(C)C)C=1N(C=C(N1)C1=C(C=CC(=C1)F)F)CC1=CC=CC=C1)CN(C(CO)=O)[C@H](C(C)(C)C)C=1N(C=C(N1)C1=C(C=CC(=C1)F)F)CC1=CC=CC=C1)=O